(1S)-1-METHYL-2-CYCLOHEXENE-1-CARBOXYLIC ACID C[C@]1(C=CCCC1)C(=O)O